C1(=CC(=CC=C1)C[C@@H]1N(CCC[C@@H]1NS(=O)(=O)C)C(=O)OC1CCCCC1)C1=CC=CC=C1 cyclohexyl cis-2-(biphenyl-3-ylmethyl)-3-((methylsulfonyl)amino)piperidine-1-carboxylate